4-(3-chlorophenyl)-4,6,7,8-tetrahydro-2H-chromene-2,5(3H)-dione ClC=1C=C(C=CC1)C1CC(OC=2CCCC(C12)=O)=O